CN(CCCNC(CCCCCCCC=CCC=CCCCCC)=O)C N-[3-(dimethylamino)propyl]Octadeca-9,12-dienamide